[3-(trimethoxysilyl)propyl]urethane CO[Si](CCCNC(=O)OCC)(OC)OC